(R)-3-(1-Acetylpiperidin-4-yl)-5-((1-(3-(difluoromethyl)-2-fluorophenyl)ethyl)amino)-7-methyl-3,4-dihydropyrimido[4,5-d]pyrimidin-2(1H)-one C(C)(=O)N1CCC(CC1)N1C(NC2=NC(=NC(=C2C1)N[C@H](C)C1=C(C(=CC=C1)C(F)F)F)C)=O